L-1,2-bis(4-methoxy-3-nitrophenyl)ethane COC1=C(C=C(C=C1)CCC1=CC(=C(C=C1)OC)[N+](=O)[O-])[N+](=O)[O-]